3,4-dipropoxyphenylacetic acid C(CC)OC=1C=C(C=CC1OCCC)CC(=O)O